BrC1=C(C=C2C(=NC(=NC2=C1F)O[C@H]1[C@@H](CCC1)N1CCC(CC1)COCC(=O)OC(C)(C)C)N1CCN(CC1)C(=O)OC(C)(C)C)Cl tert-butyl 4-[7-bromo-2-[(1R,2R)-2-[4-[(2-tert-butoxy-2-oxo-ethoxy)methyl]-1-piperidyl]cyclopentoxy]-6-chloro-8-fluoro-quinazolin-4-yl]piperazine-1-carboxylate